C(C)C(C)O[Si](OCC)(OCC)CCCN Ethyl-γ-aminopropyltriethoxysilane